1,5-bis(4-hydroxyphenyl)-3-pentanone OC1=CC=C(C=C1)CCC(CCC1=CC=C(C=C1)O)=O